N,N'-Bicarbazole C1=CC=CC=2C3=CC=CC=C3N(C12)N1C2=CC=CC=C2C=2C=CC=CC12